7-(difluoromethyl)-1-(4-fluoro-2-isopropylphenyl)-3-(2-methyl-6-oxo-1,6-dihydropyridin-3-yl)-2,3-dihydropyrido[2,3-d]pyrimidin-4(1H)-one FC(C=1C=CC2=C(N(CN(C2=O)C2=C(NC(C=C2)=O)C)C2=C(C=C(C=C2)F)C(C)C)N1)F